C12(CC3CC(CC(C1)C3)C2)CN2N=CC(=C2C)C2=C(C=3N(C=C2)C(=CN3)C3=CN=C(C2=CC=CC=C32)NC=3SC2=C(N3)C=CC=C2)C(=O)O 7-(1-(adamantan-1-ylmethyl)-5-methyl-1H-pyrazol-4-yl)-3-(1-(benzo[d]thiazol-2-ylamino)isoquinolin-4-yl)imidazo[1,2-a]pyridine-8-carboxylic acid